methyl 4-(((2S,4S)-1-(2-(4-(3-(4-(aminomethyl)phenyl)ureido)phenyl)acetyl)-4-fluoropyrrolidin-2-yl)methoxy)benzoate NCC1=CC=C(C=C1)NC(NC1=CC=C(C=C1)CC(=O)N1[C@@H](C[C@@H](C1)F)COC1=CC=C(C(=O)OC)C=C1)=O